C(C)C1=NC2=C(N1CC=1C=C(C(=O)O)C=CC1)C=CC=C2C2=CC=C(C=C2)C=2CCCCC2 3-((2-Ethyl-4-(2',3',4',5'-tetrahydro-[1,1'-biphenyl]-4-yl)-1H-benzo[d]imidazol-1-yl)methyl)benzoic acid